S1C(=NC2=C1C=CC=C2)NC2=C(C1=C(N=N2)N(CCC1)C=1SC(=C(N1)C(=O)O)CCCOC1=C(C=C(C=C1)C#CC(C)(NC)C)F)C [3-(1,3-benzothiazol-2-ylamino)-4-methyl-6,7-dihydro-5H-pyrido[2,3-C]pyridazin-8-yl]-5-[3-[2-fluoro-4-[3-methyl-3-(methylamino)but-1-ynyl]phenoxy]propyl]thiazole-4-carboxylic acid